1-chloro-3,3-dimethyl-2-butanone ClCC(C(C)(C)C)=O